CC1(CCN(CC1)C=1OC2=C(C=C(C=C2C(C1)=O)C)[C@@H](C)NC1=CC=C(C(=C1C(=O)O)F)F)C (R)-6-((1-(2-(4,4-dimethylpiperidin-1-yl)-6-methyl-4-oxo-4H-chromen-8-yl)ethyl)amino)-2,3-difluorobenzoic acid